5-Chloro-3-cyclopropyl-2-(4-methylpyrimidin-5-yl)-3H-imidazo[4,5-b]pyridin ClC1=CC=C2C(=N1)N(C(=N2)C=2C(=NC=NC2)C)C2CC2